C(C1CO1)C(CC[Si](OC)(OC)OC)OCC Gamma-glycidyl-Ethoxypropyl-trimethoxysilane